CN(CCOC=1C=CC(=C(C(=O)NC2(CC2)C2=C(C=CC=C2)OC)C1)C)C 5-(2-(Dimethylamino)ethoxy)-N-(1-(2-methoxyphenyl)cyclopropyl)-2-methylbenzamide